(4S,5R)-3-(1H-benzo[d]imidazol-6-yl)-4,5-diphenyloxazolidin-2-one N1C=NC2=C1C=C(C=C2)N2C(O[C@@H]([C@@H]2C2=CC=CC=C2)C2=CC=CC=C2)=O